methyl (2E,4E)-5-(4-hydroxy-3,5-dimethoxyphenyl)penta-2,4-dienoate OC1=C(C=C(C=C1OC)/C=C/C=C/C(=O)OC)OC